2-(1-(3-(difluoro(4-(trifluoromethyl)phenyl)methyl)-1,2,4-oxadiazol-5-yl)cyclopropyl)acrylic acid FC(C1=NOC(=N1)C1(CC1)C(C(=O)O)=C)(C1=CC=C(C=C1)C(F)(F)F)F